CNC=1C2=C(N=CN1)N(C=C2)C2C(C(C(C2)COCCCNCCC2=CC(=CC=C2)OC2=CC=CC=C2)O)O 3-(4-(methylamino)-7H-pyrrolo[2,3-d]pyrimidin-7-yl)-5-((3-((3-phenoxyphenethyl)amino)propoxy)methyl)cyclopentane-1,2-diol